Triisononylcyclohexan C(CCCCCC(C)C)C1C(CCCC1)(CCCCCCC(C)C)CCCCCCC(C)C